S(=O)(=O)([O-])OS(=O)(=O)ON(C)C 3-dimethylamino disulfate